CC1=CC2=C(N=C(S2)NC(=O)C2C(C3C=CC2C3)C(=O)O)C=C1 3-[(6-methyl-1,3-benzothiazol-2-yl)carbamoyl]bicyclo[2.2.1]hept-5-ene-2-carboxylic acid